BrC1=C(C=C(C(=O)N(C)C(C)C2=CN=C(C3=CC(=C(C=C23)F)F)OC)C=C1)F 4-Bromo-N-(1-(6,7-difluoro-1-methoxyisoquinolin-4-yl)ethyl)-3-fluoro-N-methylbenzamide